ClC=1C(=CC2=C(NC(=N2)OC2CCC2)C1)C=1C=CC(=NC1OC)N1CCN(CC1)C(C)=O 1-(4-(5-(6-chloro-2-cyclobutoxy-1H-benzo[d]imidazol-5-yl)-6-methoxypyridin-2-yl)piperazin-1-yl)ethan-1-one